C(C)(C)(C)OC(N[C@H]1C[C@@H](OC[C@@H]1CC)C(=O)N1[C@H](C2=CC=CC=C2CC1)C1=CC=C(C=C1)F)=O ((2r,4S,5r)-5-ethyl-2-((S)-1-(4-fluorophenyl)-1,2,3,4-tetrahydroisoquinoline-2-carbonyl)tetrahydro-2H-pyran-4-yl)carbamic acid tert-butyl ester